4-nitro-2-phenylacetyl-amino-benzamide [N+](=O)([O-])C1=C(C(=C(C(=O)N)C=C1)N)C(CC1=CC=CC=C1)=O